FC1=C(C=CC=C1)C(CCC[C@@H](C)[C@H]1CC[C@H]2[C@@H]3CC[C@H]4C([C@H](CC[C@]4(C)[C@H]3CC[C@]12C)O)=O)O 24-[(2-fluorophenyl)(hydroxy)methyl]-3beta-hydroxy-5alpha-cholan-4-one